1-(3-(4-(4-fluoro-2-(trifluoromethyl)phenyl)piperidine-1-carbonyl)-1,4,5,7-tetrahydro-6H-pyrazolo[3,4-c]pyridin-6-yl)ethan-1-one FC1=CC(=C(C=C1)C1CCN(CC1)C(=O)C1=NNC=2CN(CCC21)C(C)=O)C(F)(F)F